CN1[C@@H](CCC1)COC1=NC2=CC=NC=C2C=C1CC#N (((S)-1-methylpyrrolidin-2-yl)methoxy)-1,6-naphthyridine-3-acetonitrile